NC1=CC=C(C=C1)CC(C[TeH])C 1-amino-4-(2-methylhydrotelluro-propyl)benzene